6-isopropoxy-2-(1-(methoxymethyl)-2-oxabicyclo[2.1.1]hexan-4-yl)-2H-indazole-5-carboxylic acid C(C)(C)OC=1C(=CC2=CN(N=C2C1)C12COC(C1)(C2)COC)C(=O)O